C(C)C1=NNC2=NC=C(C=C21)OCC=2C(=C(C=CC2F)NS(=O)(=O)C=2C(=NC=C(C2)F)C)F N-[3-[([3-ethyl-1H-pyrazolo[3,4-b]pyridin-5-yl]oxy)methyl]-2,4-difluorophenyl]-5-fluoro-2-methylpyridine-3-sulfonamide